N-methyl-6-(1-methyl-1H-pyrazol-4-yl)imidazo[1,2-a]pyrazine-2-carboxamide CNC(=O)C=1N=C2N(C=C(N=C2)C=2C=NN(C2)C)C1